2-(2-(2-(difluoromethoxy)-7-methylquinoxalin-5-yl)thiazol-5-yl)-6-fluorophenol FC(OC1=NC2=CC(=CC(=C2N=C1)C=1SC(=CN1)C1=C(C(=CC=C1)F)O)C)F